dihydropentamethyl-indan CC1C(C(C2=CC=CCC12)(C)C)(C)C